1-bromohex-2-yn BrCC#CCCC